5-Methoxy-3-(3-methoxyphenyl)-1,2,4-thiadiazole COC1=NC(=NS1)C1=CC(=CC=C1)OC